(E)-1-(4-benzylpiperazin-1-yl)-3-(4-((2-fluorobenzyl)oxy)-3-methoxyphenyl)prop-2-en-1-one C(C1=CC=CC=C1)N1CCN(CC1)C(\C=C\C1=CC(=C(C=C1)OCC1=C(C=CC=C1)F)OC)=O